FC1=C(C=CC=C1NS(NC)(=O)=O)CN1C(OC2=C(C1)C=CC(=C2)OC2=NC=CC=C2)=O 3-({2-fluoro-3-[(methylsulfamoyl)amino]phenyl}methyl)-7-(pyridin-2-yloxy)-3,4-dihydro-2H-1,3-benzoxazin-2-one